C12C(C(C(C=C1)C(C2C(=O)O)C(=O)O)C(=O)O)C(=O)O bicyclo[2.2.2]octa-5-ene-2,3,7,8-tetracarboxylic acid